C(CCCCCCCCC)C1=CC=C(C=C1)C1C=CNN1 5-(4-decyl-phenyl)-pyrazoline